N-(3-chloro-4-methylphenyl)-2-{[2-(2,6-dioxohexahydropyridin-3-yl)-3-oxo-2,3-dihydro-1H-isoindol-5-yl]oxy}acetamide ClC=1C=C(C=CC1C)NC(COC=1C=C2C(N(CC2=CC1)C1C(NC(CC1)=O)=O)=O)=O